NC=1C(=CC(=C(C1)NC1=NC=C(C(=N1)NC=1C=C(C=CC1)C)C#N)OC)N(C)CCN(C)C 2-((5-amino-4-((2-(dimethylamino)ethyl)(methyl)amino)-2-methoxyphenyl)amino)-4-(m-tolylamino)pyrimidine-5-carbonitrile